tert-butyl (E)-3-((4-((1-(dimethylamino)ethylidene)carbamoyl)thiazol-2-yl)((tetrahydro-2H-pyran-2-yl)oxy)methyl)-1H-indole-1-carboxylate CN(\C(\C)=N\C(=O)C=1N=C(SC1)C(C1=CN(C2=CC=CC=C12)C(=O)OC(C)(C)C)OC1OCCCC1)C